OC1=C(C=CC(=C1)C1OC(C2=C(C=CC=C2C1)O)=O)[O-] 2-hydroxy-4-(8-hydroxy-1-oxo-3,4-dihydro-1H-isochromen-3-yl)phenolate